C(C)(C)(C)N\C=C/1\C(OC2=CC=CC=C2C1=O)C1=C(C(=CC=C1C)C(C)C)O (Z)-3-((tert-butylamino)methylene)-2-(2-hydroxy-3-isopropyl-6-methylphenyl)chroman-4-one